ethyl-7-bromo-2H-chromene C(C)C1OC2=CC(=CC=C2C=C1)Br